(3S)-1-[2-[4-(2-chlorophenyl)-2-oxo-chromen-7-yl]oxy-2-methyl-propanoyl]piperidine ClC1=C(C=CC=C1)C1=CC(OC2=CC(=CC=C12)OC(C(=O)N1CCCCC1)(C)C)=O